N-(p-toluenesulfonyl)-N'-(3-p-Toluenesulfonyloxyphenyl)urea CC1=CC=C(C=C1)S(=O)(=O)NC(=O)NC1=CC(=CC=C1)OS(=O)(=O)C1=CC=C(C)C=C1